O=C1NC(CC[C@H]1N1C(C2=CC=C(C=C2C1)CNC([C@H](CC=1N=CNC1)NC(OC(C)(C)C)=O)=O)=O)=O tert-butyl ((S)-1-(((2-((R)-2,6-dioxopiperidin-3-yl)-1-oxoisoindolin-5-yl)methyl)amino)-3-(1H-imidazol-4-yl)-1-oxopropan-2-yl)carbamate